ClC=1C=CC2=C(C1)OCC=1N=C(SC12)N(C1CCN(C2(CC2)C1)C(=O)OC(C)(C)C)C tert-Butyl 7-((7-chloro-4H-chromeno[3,4-d]thiazol-2-yl) (methyl) amino)-4-azaspiro[2.5]octane-4-carboxylate